C(CCCCCCCCCCCCCCCC)C1=NC2=C(N1C=1C=C(SC1)C(=O)N)C=CC=C2 4-(2-heptadecyl-1H-benzo[d]imidazol-1-yl)thiophene-2-carboxamide